P(=O)(OC)(OC(C(F)(F)F)CCCC)[O-] Methyl Butyl-2,2,2-Trifluoroethyl Phosphate